NC1=C(C=C(C=N1)C=1C=C2N(N1)CCC21CN(C1)C(=O)NCC1=CC(=CC=C1)F)C(F)(F)F 2'-[6-amino-5-(trifluoromethyl)pyridin-3-yl]-N-[(3-fluorophenyl)methyl]-5',6'-dihydrospiro[azetidine-3,4'-pyrrolo[1,2-b]pyrazole]-1-carboxamide